CN(CCCCC(=O)[O-])C N,N-dimethyl-5-aminovalerate